C[C@](N(C(=O)[C@@H]1CN(CC1)C(C#CCN1CCOCC1)=O)C)(C(C)C)C(=O)O methyl-N-methyl-N-((S)-1-(4-morpholinobut-2-ynoyl)pyrrolidine-3-carbonyl)-L-valine